(R)-N-(1-(5-(1-benzyl-1H-pyrazol-4-yl)-1-methyl-2-oxo-1,2-dihydropyridin-4-yl)pyrrolidin-3-yl)acetamide C(C1=CC=CC=C1)N1N=CC(=C1)C=1C(=CC(N(C1)C)=O)N1C[C@@H](CC1)NC(C)=O